1,4,8,11-tetraazacyclotetradecane trifluoroacetate salt FC(C(=O)O)(F)F.N1CCNCCCNCCNCCC1